γ-glycidoxypropyldiethylethoxysilane C(C1CO1)OCCC[Si](OCC)(CC)CC